ethyl (S)-5-(2-(((tert-butyldiphenylsilyl)oxy)methyl)azetidin-1-yl)pentanoate [Si](C1=CC=CC=C1)(C1=CC=CC=C1)(C(C)(C)C)OC[C@H]1N(CC1)CCCCC(=O)OCC